NC1=NC(=CC(=N1)N1CCC2(C[C@H](NC2)C(=O)O)CC1)O[C@@H](C(F)(F)F)C1=C(C=C(C=C1)C1=CC(=CC=C1)C(C)C)N1N=C(C=C1)C (S)-8-(2-amino-6-((R)-2,2,2-trifluoro-1-(3'-isopropyl-3-(3-methyl-1H-pyrazol-1-yl)-[1,1'-biphenyl]-4-yl)ethoxy)pyrimidin-4-yl)-2,8-diazaspiro[4.5]decane-3-carboxylic acid